(3S,4S)-4-fluoropyrrolidin-3-yl (S)-1-(4-fluorophenyl)-3,4-dihydroisoquinoline-2(1H)-carboxylate FC1=CC=C(C=C1)[C@@H]1N(CCC2=CC=CC=C12)C(=O)O[C@H]1CNC[C@@H]1F